N-((4-Fluoro-2,6-diisopropylphenyl)carbamoyl)-2,4,6-trimethylpiperazin-1-sulfonamid FC1=CC(=C(C(=C1)C(C)C)NC(=O)NS(=O)(=O)N1C(CN(CC1C)C)C)C(C)C